3-(4-carboxybenzoyl)quinoline C(=O)(O)C1=CC=C(C(=O)C=2C=NC3=CC=CC=C3C2)C=C1